4-Phenyl-2-nitrophenyl triflate O(S(=O)(=O)C(F)(F)F)C1=C(C=C(C=C1)C1=CC=CC=C1)[N+](=O)[O-]